1-(2-chloro-6-fluoro-4-(quinolin-4-yl)phenoxy)-2,4-dimethylpentan-2-amine ClC1=C(OCC(CC(C)C)(N)C)C(=CC(=C1)C1=CC=NC2=CC=CC=C12)F